N1N=C(N=C1)[Na] 1,2,4-triazolyl-sodium